ClC1=CC=C(C(=N1)C(=O)O)NC(C)C1=CC(=CC=2C=3N(C(=NC12)N1CCC(CC1)(F)F)C=C(N3)OC)F 6-chloro-3-((1-(5-(4,4-difluoropiperidin-1-yl)-9-fluoro-2-methoxyimidazo[1,2-c]quinazolin-7-yl)ethyl)amino)picolinic acid